1-(4-trifluoromethyl-phenyl)-2,2-dihydroxyethanone FC(C1=CC=C(C=C1)C(C(O)O)=O)(F)F